2-chloro-4-(5-(7-(2-chlorophenylsulfonyl)-2,7-diazaspiro[3.5]nonan-2-yl)-1,3,4-thiadiazol-2-yl)-N,N-dimethylbenzamide ClC1=C(C(=O)N(C)C)C=CC(=C1)C=1SC(=NN1)N1CC2(C1)CCN(CC2)S(=O)(=O)C2=C(C=CC=C2)Cl